diiodohydroxystyrene IC(=C(O)I)C1=CC=CC=C1